[[(phosphonomethyl)imino]bis[ethane-2,1-diylnitrilobis(methylene)]]tetrakisphosphonic acid C(CN(CP(=O)(O)O)CP(=O)(O)O)N(CCN(CP(=O)(O)O)CP(=O)(O)O)CP(=O)(O)O